C(#N)C=1C=CC=2C(N1)=NN(C2)CC2=C1C=CN(C1=C(C=C2OC)C)C(=O)OC(C)(C)C tert-butyl 4-((6-cyano-2H-pyrazolo[3,4-b]pyridin-2-yl)methyl)-5-methoxy-7-methyl-1H-indole-1-carboxylate